(2s,4s)-2-(4-(3-phenoxyphenyl)piperidine-1-carbonyl)-7-oxa-5-azaspiro[3.4]octan-6-one O(C1=CC=CC=C1)C=1C=C(C=CC1)C1CCN(CC1)C(=O)C1CC2(C1)NC(OC2)=O